methyl 2-[(4-{[3-(5-fluoropyrimidin-2-yl)-2-methoxyphenyl]amino}-5-(methylcarbamoyl)pyridin-2-yl)amino]pyridine-4-carboxylate FC=1C=NC(=NC1)C=1C(=C(C=CC1)NC1=CC(=NC=C1C(NC)=O)NC1=NC=CC(=C1)C(=O)OC)OC